C(=O)(O)CN1CCNCC1 4-(carboxymethyl)piperazine